3,4-dihydroxy-3-hexene-2,5-dione OC(C(C)=O)=C(C(C)=O)O